2-(2,6-dioxopiperidin-3-yl)-5-(3-((1-((1-(5-(5-methyl-5H-pyrido[4,3-b]indol-7-yl)pyridin-2-yl)piperidin-4-yl)methyl)piperidin-4-yl)oxy)azetidin-1-yl)isoindoline-1,3-dione O=C1NC(CCC1N1C(C2=CC=C(C=C2C1=O)N1CC(C1)OC1CCN(CC1)CC1CCN(CC1)C1=NC=C(C=C1)C=1C=CC=2C3=C(N(C2C1)C)C=CN=C3)=O)=O